O1C(CCCC1)N1N=NC=C1B1OC(C(O1)(C)C)(C)C 1-(tetrahydro-2H-pyran-2-yl)-5-(4,4,5,5-tetramethyl-1,3,2-dioxaborolan-2-yl)-1H-1,2,3-triazole